2-{4-[5-fluoro-2-iodo-1-(4-methylbenzenesulfonyl)pyrrolo[2,3-b]pyridin-4-yl]piperidine-1-carbonyl}-5-(trifluoromethoxy)aniline FC=1C(=C2C(=NC1)N(C(=C2)I)S(=O)(=O)C2=CC=C(C=C2)C)C2CCN(CC2)C(=O)C2=C(N)C=C(C=C2)OC(F)(F)F